NC1=NC=NN2C1=C(C=C2C=2C=C(C(=NC2)C(F)(F)F)C(=O)NC=2C=NN(C2)CC2=CC=CC=C2)C(F)(F)F 5-[4-Amino-5-(trifluoromethyl)pyrrolo[2,1-f][1,2,4]triazin-7-yl]-N-(1-benzyl-1H-pyrazol-4-yl)-2-(trifluoromethyl)pyridin-3-carboxamid